C1(CC1)OC=1C=C(C(=O)O)C=C(C1)C=O 3-CYCLOPROPOXY-5-FORMYLBENZOIC ACID